4-ETHOXYBENZALDEHYDE C(C)OC1=CC=C(C=O)C=C1